C(=O)C=1C=NN2C1CN(CC2)C(=O)OC(C)(C)C tert-Butyl 3-formyl-6,7-dihydropyrazolo[1,5-a]pyrazine-5(4H)-carboxylate